The molecule is a 3-chloromuconic acid that is cis,cis-muconic acid substituted by a chloro substituent at position 3. It derives from a cis,cis-muconic acid. It is a conjugate acid of a 3-chloro-cis,cis-muconate(2-). C(=C\\C(=O)O)\\C(=C/C(=O)O)\\Cl